N-(6-cyano-5-(trifluoromethyl)pyridin-3-yl)-1-(isoquinolin-4-yl)-5-(trifluoromethyl)-1H-pyrazole-4-carboxamide C(#N)C1=C(C=C(C=N1)NC(=O)C=1C=NN(C1C(F)(F)F)C1=CN=CC2=CC=CC=C12)C(F)(F)F